3-Chloropropyl (5-(6,7-difluoro-4-oxo-3,4-dihydrophthalazin-1-yl)-1H-benzimidazol-2-yl)carbamate FC=1C=C2C(NN=C(C2=CC1F)C1=CC2=C(NC(=N2)NC(OCCCCl)=O)C=C1)=O